2-bromo-4-[2-[(tert-butyldimethylsilyl)oxy]ethoxy]-6-methanesulfonyl-pyridine pentyl-n-triacontanoate C(CCCC)OC(CCCCCCCCCCCCCCCCCCCCCCCCCCCCC)=O.BrC1=NC(=CC(=C1)OCCO[Si](C)(C)C(C)(C)C)S(=O)(=O)C